C(C)(=O)OCCC1=C(C=CC=C1S(=O)(=O)Cl)Br 2-[2-bromo-6-(chlorodioxo-λ6-sulfanyl)phenyl]ethyl acetate